(3R,4S)-N-(4-chloro-2-methoxy-phenyl)-3-methyl-piperidin-4-amine ClC1=CC(=C(C=C1)N[C@@H]1[C@@H](CNCC1)C)OC